FC(C(=O)O)(F)F.N[C@@H]1C[C@H](CCC1)CNC1=NN(C(=C1)C1=CC(=C(C#N)C=C1)F)C1=CC2=C(OCCN2)C=C1 4-(3-((((1S,3S)-3-aminocyclohexyl)-methyl)amino)-1-(3,4-dihydro-2H-benzo[b][1,4]oxazin-6-yl)-1H-pyrazol-5-yl)-2-fluorobenzonitrile 2,2,2-trifluoro-acetate